The molecule is a 1-alkyl-2-acyl-sn-glycero-3-phosphate in which the alkyl and acyl groups are specified as palmityl (hexadecyl) and oleoyl respectively. It contains a palmityl group. It derives from an oleic acid. It is a conjugate acid of a 1-palmityl-2-oleoyl-sn-glycero-3-phosphate(2-). CCCCCCCCCCCCCCCCOC[C@H](COP(=O)(O)O)OC(=O)CCCCCCC/C=C\\CCCCCCCC